methyl-dioctadecylammonium tetra(p-tolyl)borate C1(=CC=C(C=C1)[B-](C1=CC=C(C=C1)C)(C1=CC=C(C=C1)C)C1=CC=C(C=C1)C)C.C[NH+](CCCCCCCCCCCCCCCCCC)CCCCCCCCCCCCCCCCCC